1,3-bis(bromomethyl)-5-nitrobenzene BrCC1=CC(=CC(=C1)[N+](=O)[O-])CBr